N-methyl-2-(3-oxomorpholino)propanamide CNC(C(C)N1C(COCC1)=O)=O